2-(benzyloxy)-8-(5-chloro-3-fluoropyridin-2-yl)-5-(4-(trifluoromethyl)benzyl)-5,8-diazaspiro[3.5]nonane-6,9-dione C(C1=CC=CC=C1)OC1CC2(C1)N(C(CN(C2=O)C2=NC=C(C=C2F)Cl)=O)CC2=CC=C(C=C2)C(F)(F)F